ClC=1C=C(C=C(C1OCCCl)Cl)C(C)(C)O 2-(3,5-Dichloro-4-(2-chloroethoxy)phenyl)propan-2-ol